COC1=CC=C(CCC=2C(N2)C(=O)OC(C)(C)C)C=C1 tert-Butyl 3-(4-methoxyphenethyl)-2H-azirine-2-carboxylate